FC(C(=O)O)(F)F 2,2,2-tri-fluoroacetic acid